The molecule is a dihydroxybenzaldehyde that is 2,4-dihydroxybenzaldehyde in which the hydrogens at positions 3 and 6 have been replaced by a methyl and 2-oxoundecyl groups, respectively. It has a role as an Aspergillus metabolite. It is a dihydroxybenzaldehyde and a ketone. CCCCCCCCCC(=O)CC1=CC(=C(C(=C1C=O)O)C)O